Cl.C1(CC1)C#CC=1C=C(C=CC1)S(=O)(=O)N1C=C(C=C1C1=C(C=CC=C1)F)CNC 1-(1-((3-(cyclopropylethynyl)phenyl)sulfonyl)-5-(2-fluorophenyl)-1H-pyrrol-3-yl)-N-methyl-methylamine hydrochloride